8-methoxy-5H-pyrimido[5,4-b]indole COC1=CC=2C3=C(NC2C=C1)C=NC=N3